FC(CN1N=CC=C1CN1C(NC(C2=C1C=CN2)=O)=S)F 1-((1-(2,2-difluoroethyl)-1H-pyrazol-5-yl)methyl)-2-thioxo-1,2,3,5-tetrahydro-4H-pyrrolo[3,2-d]pyrimidin-4-one